benzyl 4-(3-chloro-2-methylphenyl)-4-[(2-methyl-1-oxoisoquinolin-7-yl)amino]piperidine-1-carboxylate ClC=1C(=C(C=CC1)C1(CCN(CC1)C(=O)OCC1=CC=CC=C1)NC1=CC=C2C=CN(C(C2=C1)=O)C)C